3-Mercaptopyridin SC=1C=NC=CC1